O[C@@H](COC1=NC(=CC(=C1)C=1C=C(C=CC1C)NC(=O)N1C[C@@H](CC1)CC(F)(F)F)N1CCOCC1)C (S)-N-(3-(2-((R)-2-hydroxypropoxy)-6-morpholinopyridin-4-yl)-4-methylphenyl)-3-(2,2,2-trifluoroethyl)pyrrolidine-1-carboxamide